N-(1-amino-6,7-dihydro-5H-cyclopenta[c]pyridin-5-yl)-1-((6-cyclopropylimidazo[1,2-a]pyridin-2-yl)methyl)-1H-1,2,3-triazole-4-carboxamide NC1=NC=CC2=C1CCC2NC(=O)C=2N=NN(C2)CC=2N=C1N(C=C(C=C1)C1CC1)C2